N-{(2S,3R,4S)-2-[(2,3'-difluoro(1,1'-biphenyl)-3-yl)methyl]-4-fluoro-1-[(2R)-oxolane-2-carbonyl]pyrrolidin-3-yl}ethanesulfonamide FC1=C(C=CC=C1C[C@@H]1N(C[C@@H]([C@@H]1NS(=O)(=O)CC)F)C(=O)[C@@H]1OCCC1)C1=CC(=CC=C1)F